2-[4-cyclopropyl-7-[(3R)-1-(2-hydroxyethyl)-3-piperidyl]-5,6-dihydropyrrolo[2,3-c]pyridazin-3-yl]-5-(trifluoromethyl)phenol C1(CC1)C=1C2=C(N=NC1C1=C(C=C(C=C1)C(F)(F)F)O)N(CC2)[C@H]2CN(CCC2)CCO